N-([1,1'-Biphenyl]-4-yl)-6-hydroxypyrazolo[1,5-a]pyrido[3,2-e]pyrimidine-7-carboxamide C1(=CC=C(C=C1)NC(=O)C1=C(C=2C=NC=3N(C2N=C1)N=CC3)O)C3=CC=CC=C3